C1=2C(=CC=CC2CC1)N bicyclo[4.2.0]octa-1(6),2,4-trien-2-amine